C(C)(C)(C)OC(N(C(C)C)CCOC1=NC=C(C=C1NS(=O)(=O)C)Br)=O (2-((5-Bromo-3-(methylsulfonylamino)pyridin-2-yl)oxy)ethyl)(isopropyl)carbamic acid tert-butyl ester